FC1=CC(=CC2=C1N=C(S2)OC2=CC=C(C=C2)C(C)O)F 1-{4-[(4,6-difluoro-1,3-benzothiazol-2-yl)oxy]phenyl}ethanol